N1=CC=C(C2=CC=CC=C12)C=1C=NN2C1N=CC(=C2)C2=CC=C(C=C2)N2CCOCC2 4-[4-(3-Quinolin-4-ylpyrazolo[1,5-a]pyrimidin-6-yl)phenyl]morpholine